BrC1=CC=2C3=C(C=NC2C=C1F)N(C(C31CN(C1)S(=O)(=O)C1=CC=CC=C1)=O)C 8'-Bromo-7'-fluoro-3'-methyl-1-(phenylsulfonyl)spiro[azetidine-3,1'-pyrrolo[2,3-c]quinolin]-2'(3'H)-one